copper (dl)-glycinate NCC(=O)[O-].[Cu+2].NCC(=O)[O-]